O=S1(CCN(CC1)C=1C(NC=CN1)=O)=O 3-(1,1-dioxothiomorpholin-4-yl)-pyrazin-2(1H)-one